(naphthyl)(naphthylphenyl)[(phenyldibenzoFuranyl)phenyl]amine C1(=CC=CC2=CC=CC=C12)N(C1=C(C=CC=C1)C1=C(C=CC=2OC3=C(C21)C=CC=C3)C3=CC=CC=C3)C3=C(C=CC=C3)C3=CC=CC2=CC=CC=C32